S1C2=C(C=C1CC1=C(C=C(C=C1)CCCC(C)(C)C)O)C=CC=C2 2-(benzo[b]thiophen-2-ylmethyl)-5-(4,4-dimethylpentyl)phenol